(S)-3-((S)-sec-butyl)-4-(1-methyl-1H-1,2,3-triazole-4-carbonyl)-1,3,4,5-tetrahydro-2H-benzo[e][1,4]diazepin-2-one [C@H](C)(CC)[C@@H]1N(CC2=C(NC1=O)C=CC=C2)C(=O)C=2N=NN(C2)C